ClCC(=O)NC1=C(C=C(C=C1)/C=C/C(=O)OC)NCC1(CC1)CC#N Methyl (E)-3-(4-(2-chloroacetamido)-3-(((1-(cyanomethyl)cyclopropyl)methyl)amino)phenyl)acrylate